FC(S(=O)(=O)OC1=CC=C2C=NNC2=C1)(F)F indazol-6-yl trifluoromethanesulfonate